ClC=1C=C(C=CC1F)[C@H](C)NC(=O)C=1C(N(N=C(C1)C1=CC=C(C=C1)Cl)C=1C=NN(C1)C)=O (S)-N-(1-(3-chloro-4-fluorophenyl)ethyl)-6-(4-chlorophenyl)-2-(1-methyl-1H-pyrazol-4-yl)-3-oxo-2,3-dihydropyridazine-4-carboxamide